N-(5-(2,4-difluorophenoxy)pyridin-2-yl)-2-(3-(3-oxopiperazin-1-yl)piperidin-1-yl)propanamide FC1=C(OC=2C=CC(=NC2)NC(C(C)N2CC(CCC2)N2CC(NCC2)=O)=O)C=CC(=C1)F